5-(1-hydroxyethyl)-3-(4-(4-methoxypiperidin-1-yl)phenyl)-7-methylquinoline-2-carbonitrile OC(C)C1=C2C=C(C(=NC2=CC(=C1)C)C#N)C1=CC=C(C=C1)N1CCC(CC1)OC